6-((1R,5S)-9-Oxa-3-azabicyclo[3.3.1]nonan-3-yl)-N-(2-((R)-4-cyano-thiazolidin-3-yl)-2-oxoethyl)quinoline-4-carboxamide [C@H]12CN(C[C@H](CCC1)O2)C=2C=C1C(=CC=NC1=CC2)C(=O)NCC(=O)N2CSC[C@H]2C#N